2,3,4,5-tetrahydro-1H-1,4-benzodiazepine N1CCNCC2=C1C=CC=C2